N-(2-(((R)-pyrrolidin-3-yl)methyl)-2-azaspiro[3.5]nonan-7-yl)-N',N'-dimethylsulfonylurea N1C[C@@H](CC1)CN1CC2(C1)CCC(CC2)NC(=O)N(S(=O)(=O)C)S(=O)(=O)C